11-(heptylamino)-11-oxoundecanamide C(CCCCCC)NC(CCCCCCCCCC(=O)N)=O